aluminum phosphorus titanium silicon [Si].[Ti].[P].[Al]